The molecule is an amino trisaccharide consisting of beta-D-glucopyranuronic acid, 2-acetamido-2-deoxy-alpha-D-glucopyranose and beta-D-glucopyranuronic acid residues joined in sequence by (1->4) glycosidic bonds. It is a glucosamine oligosaccharide, an amino trisaccharide and a member of acetamides. CC(=O)N[C@@H]1[C@H]([C@@H]([C@H](O[C@@H]1O[C@H]2[C@@H]([C@H]([C@@H](O[C@@H]2C(=O)O)O)O)O)CO)O[C@H]3[C@@H]([C@H]([C@@H]([C@H](O3)C(=O)O)O)O)O)O